BrC1=C(C=C(S1)C(C)=O)C 1-(5-bromo-4-methylthiophen-2-yl)ethan-1-one